C(C1=CC=CC=C1)OC(=O)N[C@H](C(=O)OC(C)(C)C)[C@H](CC=C)CO (2S,3S)-tert-Butyl 2-(benzyloxycarbonylamino)-3-(hydroxymethyl)hex-5-enoate